1,2-dimethyl-5-[2-(trimethylsilyl)ethynyl]-1,3-benzodiazole CN1C(=NC2=C1C=CC(=C2)C#C[Si](C)(C)C)C